methanesulfonic acid 4-chloro-3-(tetrahydropyran-2-yloxy)-butyl ester ClCC(CCOS(=O)(=O)C)OC1OCCCC1